2-[2-(aminomethyl)-3,3-difluoro-allyl]-4-[3-methyl-5-(3-piperazin-1-ylphenyl)-2-pyridinyl]-1,2,4-triazol-3-one NCC(CN1N=CN(C1=O)C1=NC=C(C=C1C)C1=CC(=CC=C1)N1CCNCC1)=C(F)F